4-(4-((1R,5S)-8-((S)-3-amino-2-hydroxypropyl)-3,8-diazabicyclo[3.2.1]octan-3-yl)-8-fluoro-2-((tetrahydro-1H-pyrrolizin-7a(5H)-yl)methoxy)quinazolin-7-yl)-5-fluoronaphthalen-2-ol NC[C@@H](CN1[C@H]2CN(C[C@@H]1CC2)C2=NC(=NC1=C(C(=CC=C21)C2=CC(=CC1=CC=CC(=C21)F)O)F)OCC21CCCN1CCC2)O